Acetyl-3-chloro-4-((3,5-difluoropyridin-2-yl)methoxy)-5',6-dimethyl-2H-[1,4'-bipyridin]-2-one C(C)(=O)C=1C(=C(C(N(C1C)C1=CC=NC=C1C)=O)Cl)OCC1=NC=C(C=C1F)F